(S)-2-(1-(4-methoxybenzyl)-6-(3-methyl-1-(4-methyl-4H-1,2,4-triazol-3-yl)cyclobutyl)-1H-benzo[d]imidazol-4-yl)-6-((3-methylpiperidin-1-yl)methyl)-4-(trifluoromethyl)isoindol-1-one COC1=CC=C(CN2C=NC3=C2C=C(C=C3N3C(C2=CC(=CC(=C2C3)C(F)(F)F)CN3C[C@H](CCC3)C)=O)C3(CC(C3)C)C3=NN=CN3C)C=C1